phenyl-phosphine oxide C1(=CC=CC=C1)[PH2]=O